oleyl cetyl ether sulfate ammonium salt [NH4+].S(=O)(=O)([O-])[O-].C(CCCCCCCCCCCCCCC)OCCCCCCCC\C=C/CCCCCCCC.[NH4+]